BrC1=C2CC(CC2=CC=C1)C(=O)[O-] 4-bromo-2,3-dihydro-1H-indene-2-carboxylate